(4-trifluoromethylphenylimino)-4-(2,4-difluorophenyl)thiazole p-toluenesulfonate CC1=CC=C(C=C1)S(=O)(=O)O.FC(C1=CC=C(C=C1)N=S1C=NC(=C1)C1=C(C=C(C=C1)F)F)(F)F